tert-butyl(2-amino-5-((2-(dimethylamino)ethyl)(methyl)amino)-4-methoxyphenyl)carbamate C(C)(C)(C)OC(NC1=C(C=C(C(=C1)N(C)CCN(C)C)OC)N)=O